5-[3-cyclopropyl-5-(trifluoromethyl)phenyl]-1,3,4-oxadiazol-2-ol C1(CC1)C=1C=C(C=C(C1)C(F)(F)F)C1=NN=C(O1)O